tert-Butyldimethyl((4-((4-nitrophenoxy)methyl)benzyl)oxy)silane C(C)(C)(C)[Si](OCC1=CC=C(C=C1)COC1=CC=C(C=C1)[N+](=O)[O-])(C)C